(3,5-di-tert-butyl-4-hydroxyphenyl)(3,4-dimethoxyphenyl)methanone C(C)(C)(C)C=1C=C(C=C(C1O)C(C)(C)C)C(=O)C1=CC(=C(C=C1)OC)OC